C(#N)C1(CC1)C=1N=C(C2=C(N(C3=CC(=CC=C23)S(=O)(=O)N)C=2SC(=NN2)C(F)F)N1)N1CCN(CC1)C(C(C)C)=O (1-Cyanocyclopropyl)-9-(5-(difluoromethyl)-1,3,4-thiadiazol-2-yl)-4-(4-isobutyrylpiperazin-1-yl)-9H-pyrimido[4,5-b]indole-7-sulfonamide